3,4,5,6-tetrafluoro-2-sulfobenzoic anhydride FC=1C(=C(C(=O)OC(C2=C(C(=C(C(=C2F)F)F)F)S(=O)(=O)O)=O)C(=C(C1F)F)F)S(=O)(=O)O